3',3''-[[1,1'-binaphthalene]-2,2'-diylbis(oxymethylene)]di([1,1'-biphenyl]-4-carboxylic acid) C1(=C(C=CC2=CC=CC=C12)OCC=1C=C(C=CC1C(=O)O)C1=CC=CC=C1)C1=C(C=CC2=CC=CC=C12)OCC=1C=C(C=CC1)C1=CC=C(C=C1)C(=O)O